lithium nickel-cobalt-aluminium [Al].[Co].[Ni].[Li]